2-((1-(Cyclopropylsulfonyl)piperidin-4-yl)amino)-4-(1-(2-methyl-4-((4-methylpiperazin-1-yl)methyl)phenyl)-1H-pyrazol-4-yl)pyrimidine-5-carbonitrile C1(CC1)S(=O)(=O)N1CCC(CC1)NC1=NC=C(C(=N1)C=1C=NN(C1)C1=C(C=C(C=C1)CN1CCN(CC1)C)C)C#N